C[C@@H]1C2=CN(N=C2C2=C(C1)OC(=C2C(F)(F)F)C(=O)NC[C@H]2OCCC2)CC2CCN(CC2)C(=O)C2(CC2)C (4S)-4-methyl-2-{[1-(1-methylcyclopropane-1-carbonyl)piperidin-4-yl]methyl}-N-{[(2S)-oxolan-2-yl]methyl}-8-(trifluoromethyl)-4,5-dihydro-2H-furo[2,3-g]indazole-7-carboxamide